1-(tert-butyl) 3-methyl 3-((6-((tert-butoxycarbonyl)amino)pyridazin-3-yl)methyl)-5-(difluoromethyl)-2-oxopiperidine-1,3-dicarboxylate C(C)(C)(C)OC(=O)NC1=CC=C(N=N1)CC1(C(N(CC(C1)C(F)F)C(=O)OC(C)(C)C)=O)C(=O)OC